O1C(C1)CCC1=CC=C(C=C1)C[SiH3] ({4-[2-(oxiran-2-yl)ethyl]phenyl}methyl)silane